ClC1=CC=C(C(=N1)C(=O)NS(=O)(=O)C)N[C@H](C)C=1C=C(C=C2C(N(C(=NC12)N1CCC(CC1)N1N=CC(=C1)C1=NC=C(N=C1)C)C)=O)C (R)-6-chloro-3-((1-(3,6-dimethyl-2-(4-(4-(5-methylpyrazin-2-yl)-1H-pyrazol-1-yl)piperidin-1-yl)-4-oxo-3,4-dihydroquinazolin-8-yl)ethyl)amino)-N-(methylsulfonyl)picolinamide